NC1=CC(=C2O[C@@H](CCOCCC(C3=NN=C(C1=N2)O3)(O)C(F)(F)F)C)C(F)(F)F (12R)-17-Amino-12-methyl-6,15-bis(trifluoromethyl)-9,13,19-trioxa-3,4,18-triazatricyclo[12.3.1.12,5]nonadeca-1(18),2,4,14,16-pentaen-6-ol